3,3-bis[(3-cyclohexen-1-ylmethoxy)methyl]oxetane tert-Butyl-4-(4-((4-(3-nitrophenoxy)furo[3,2-d]pyrimidin-2-yl)amino)phenyl)piperazine-1-carboxylate C(C)(C)(C)OC(=O)N1CCN(CC1)C1=CC=C(C=C1)NC=1N=C(C2=C(N1)C=CO2)OC2=CC(=CC=C2)[N+](=O)[O-].C2(CC=CCC2)COCC2(COC2)COCC2CC=CCC2